(4-(1-(3-fluorobenzyl)-1H-benzo[d]imidazol-2-yl)piperidin-1-yl)(1H-pyrrolo[2,3-b]pyridin-4-yl)methanone FC=1C=C(CN2C(=NC3=C2C=CC=C3)C3CCN(CC3)C(=O)C3=C2C(=NC=C3)NC=C2)C=CC1